9-methyl-2-(2-methyl-2H-indazol-5-yl)-4H-pyrido[1,2-a]pyrimidin-4-one CC1=CC=CN2C1=NC(=CC2=O)C2=CC1=CN(N=C1C=C2)C